4-hydroxy-N,N-dimethylcyclohexanecarboxamide OC1CCC(CC1)C(=O)N(C)C